2-(7-azabenzo-triazol-1-yl)-N,N,N',N'-tetramethyluronium hexafluorophosphate F[P-](F)(F)(F)(F)F.N1(N=NC2=C1N=CC=C2)OC(=[N+](C)C)N(C)C